O=S1(CCC(CC1)NC(=O)C1=CC(=CC=2N(C=NC21)CC(F)(F)F)C#CCNC2=C(C=C(C=C2)C(NC)=O)OC)=O N-(1,1-dioxidotetrahydro-2H-thiopyran-4-yl)-6-(3-((2-methoxy-4-(methylcarbamoyl)phenyl)amino)prop-1-yn-1-yl)-1-(2,2,2-trifluoroethyl)-1H-benzo[d]imidazole-4-carboxamide